ClC=1N(C(C=2NC(=NC2N1)C1=CC(=C(C=C1)OC)OC)=O)CCC 2-chloro-8-(3,4-dimethoxyphenyl)-1-propyl-7H-purin-6-one